OB1OC=2C(=C3C(=NC2)NC=C3)C(=C1)C1CC(C1)NC(=O)C1CC1 N-(3-(7-hydroxy-3,7-dihydro-[1,2]oxaborinino[5,6-d]pyrrolo[2,3-b]pyridin-9-yl)cyclobutyl)cyclopropanecarboxamide